ClC1=C(C(=O)NC=2C(=NNC2)C(=O)NC2CCNCC2)C(=CC=C1)Cl 4-[(2,6-dichlorobenzoyl)amino]-N-4-piperidinyl-1H-pyrazole-3-carboxamide